FC(C=1C=CC(=C(C1)C=1C(=CC=C(C1)C)C(=O)NS(=O)(=O)CC1=CC=C(C=C1)C(C(F)(F)F)OC)OC)F 5'-(difluoromethyl)-2'-methoxy-5-methyl-N-((4-(2,2,2-trifluoro-1-methoxyethyl)benzyl)sulfonyl)-[1,1'-biphenyl]-2-carboxamide